C(C1=CC=CC=C1)OC(=O)N1C(C=CC1)C=1C(=NN(C1)CC1=CC=CC=C1)OC (1-benzyl-3-methoxy-1H-pyrazol-4-yl)-2,5-dihydro-1H-pyrrole-1-carboxylic acid benzyl ester